CC([C@@H](C(=O)N1[C@@H](C[C@H](C1)O)C(=O)NC)N1N=NC(=C1)C=1N(N=C2CCCCC12)C)(C)C (2S,4r)-1-[(2S)-3,3-dimethyl-2-[4-(2-methyl-4,5,6,7-tetrahydroindazol-3-yl)triazol-1-yl]butyryl]-4-hydroxy-N-methyl-pyrrolidine-2-carboxamide